C(C)C1CC=CC2=CC=CC=C12 1-ethyl-1,2-dihydronaphthalene